tert-butyl 4-(6-(4-(2-(pyrrolidin-1-yl)ethoxy)phenyl)-1H-indazol-3-ylamino)piperidine-1-carboxylate N1(CCCC1)CCOC1=CC=C(C=C1)C1=CC=C2C(=NNC2=C1)NC1CCN(CC1)C(=O)OC(C)(C)C